CN1CCN(CC1)C1CN(C1)C1=CC=CC=2N(C=NC21)C(=O)NCC#CC2=CC=CC=C2 4-(3-(4-Methylpiperazin-1-yl)azetidin-1-yl)-N-(3-phenylprop-2-yn-1-yl)-1H-benzo[d]imidazole-1-carboxamide